Cl.N[C@@H](C)C(=O)O alanine HCl